N1C=CC=2C1=NC=CC2C=2C=C1C(=NNC1=CC2)N 5-(1H-pyrrolo[2,3-b]pyridin-4-yl)-1H-indazol-3-amine